trans-2,4-dimethoxy-5-[6-methyl-5-[2-(2-fluoroethyl)cyclopropyl]pyridazin-3-yl]pyrimidine COC1=NC=C(C(=N1)OC)C=1N=NC(=C(C1)[C@H]1[C@@H](C1)CCF)C